S(=O)(=O)=C1C=CC=NC2=C1SC(=C2)N 8-sulfonyl-2-amino-thienoazepine